1-((9H-Fluoren-9-yl)methyl) 2-(tert-butyl) (S)-5-oxopyrrolidine-1,2-dicarboxylate O=C1CC[C@H](N1C(=O)OCC1C2=CC=CC=C2C=2C=CC=CC12)C(=O)OC(C)(C)C